6-(4-Boc-piperazin-1-yl)pyridine-3-boronic acid C(=O)(OC(C)(C)C)N1CCN(CC1)C1=CC=C(C=N1)B(O)O